FC=1C=C(OCC(=O)NC23CC(C2)(C3)NC(=O)[C@H]3OC2=C(C(C3)=O)C=C(C(=C2)F)F)C=CC1F (2S)-N-{3-[2-(3,4-difluorophenoxy)acetamido]bicyclo[1.1.1]pentan-1-yl}-6,7-difluoro-4-oxo-3,4-dihydro-2H-1-benzopyran-2-carboxamide